C(C=C)(=O)OCC[N+](CCCC(=O)O)(CCOC(C=C)=O)CCOC(C=C)=O tris(2-acryloyloxyethyl)(3-carboxypropyl)ammonium